N-(5-((6-((R)-3-(4-chloro-2-fluorophenyl)isoxazolidine-2-yl)pyrimidine-4-yl)amino)-4-methoxy-2-(4-(4-methylpiperazine-1-yl)piperidine-1-yl)phenyl)acrylamide ClC1=CC(=C(C=C1)[C@@H]1N(OCC1)C1=CC(=NC=N1)NC=1C(=CC(=C(C1)NC(C=C)=O)N1CCC(CC1)N1CCN(CC1)C)OC)F